(2R)-N-((R or S)-(4-cyclopropoxy-3-fluorophenyl)(5-fluoro-6-(trifluoromethyl)pyridin-2-yl)methyl)-2-methyl-3-oxopiperazine-1-carboxamide C1(CC1)OC1=C(C=C(C=C1)[C@@H](NC(=O)N1[C@@H](C(NCC1)=O)C)C1=NC(=C(C=C1)F)C(F)(F)F)F |o1:10|